COC1=CC=C(C=C1)N(C1=NCC(N1)=O)C 2-((4-methoxyphenyl)(methyl)amino)-3,5-dihydro-4H-imidazol-4-one